[N+](=O)([O-])C=1C=C(C=CC1N1CCCCC1)N1C(C2=CC=CC=C2C=N1)=O 3-nitro-4-(piperidin-1-yl)phenyl-phthalazin-1(2H)-one